C=C(C)C cis-isobutene